3-((R)-2-{[1-(tert-butoxycarbonyl-methyl-amino)-cyclobutanecarbonyl]-amino}-3-phenyl-propoxy)-6-fluoro-quinoline-4-carboxylic acid benzyl ester C(C1=CC=CC=C1)OC(=O)C1=C(C=NC2=CC=C(C=C12)F)OC[C@@H](CC1=CC=CC=C1)NC(=O)C1(CCC1)N(C)C(=O)OC(C)(C)C